Methyl (2S)-5-[(tert-butoxycarbonyl)amino]-2-(N-{6-[(tert-butoxycarbonyl)amino]hexyl}-2-nitrobenzenesulfonamido)pentanoate C(C)(C)(C)OC(=O)NCCC[C@@H](C(=O)OC)N(S(=O)(=O)C1=C(C=CC=C1)[N+](=O)[O-])CCCCCCNC(=O)OC(C)(C)C